3-(5-methyl-1,3-thiazol-2-yl)-5-(oxetan-3-yloxy)-N-{(1R)-1-[6-(trifluoromethyl)pyridin-3-yl]ethyl}benzamide CC1=CN=C(S1)C=1C=C(C(=O)N[C@H](C)C=2C=NC(=CC2)C(F)(F)F)C=C(C1)OC1COC1